N1=CC(=CC=C1)[C@H](C)N (S)-1-(pyridin-3-yl)ethan-1-amine